Cl.Cl.Cl.N1C(=NC2=C1C=CC=C2)CNCCC=2SC=C(N2)C(=O)NCC2=NC=CC=C2 2-{2-[(1H-1,3-Benzodiazol-2-ylmethyl)amino]ethyl}-N-(pyridin-2-ylmethyl)-1,3-thiazole-4-carboxamide trihydrochloride